C(CCCCCCCCCCCCCCCCCC#C)(=O)OC methyl eicosa-19-ynoate